FC(C=1C=2N(C=CC1)N=C(C2)[C@@H]2N(CCC1=C2N=CN1)C(=O)C=1OC(=NN1)C1=NC=C(C=C1)OC)F (R)-(4-(4-(difluoromethyl)pyrazolo[1,5-a]pyridin-2-yl)-6,7-dihydro-1H-imidazo[4,5-c]pyridin-5(4H)-yl)(5-(5-methoxypyridin-2-yl)-1,3,4-oxadiazol-2-yl)methanone